acetyl-D-leucine C(C)(=O)N[C@H](CC(C)C)C(=O)O